(2-bromopyridin-4-yl)acetic acid BrC1=NC=CC(=C1)CC(=O)O